3-difluoromethyl-4-fluorophenylboronic acid FC(C=1C=C(C=CC1F)B(O)O)F